3'-hydroxy-3,5,6,7,8,4'-hexamethoxyflavone OC=1C=C(C=2OC3=C(C(=C(C(=C3C(C2OC)=O)OC)OC)OC)OC)C=CC1OC